C(C1=CC=CC=C1)NC(N(C1=NC=C(C=C1)C=1C=NN(C1)C)[C@@H]1CC[C@H](CC1)NC1=NC=C(C(=N1)C=1C=NN(C1)CC1CC1)C#N)=O 3-benzyl-1-(trans-4-((5-cyano-4-(1-(cyclopropylmethyl)-1H-pyrazol-4-yl)pyrimidin-2-yl)amino)cyclohexyl)-1-(5-(1-methyl-1H-pyrazol-4-yl)pyridin-2-yl)urea